4,5-dihydro-5-methyl-3-(3-methyl-2-thienyl)isoxazole CC1CC(=NO1)C=1SC=CC1C